2-{[rac-(2R,4R)-1-(2'-ethoxy-6-{[(3R)-1-methylpyrrolidin-3-yl]oxy}-[2,3'-bipyridin]-5-yl)-2-ethylpiperidin-4-yl]oxy}-5-(trifluoromethyl)benzonitrile C(C)OC1=NC=CC=C1C1=NC(=C(C=C1)N1[C@@H](C[C@@H](CC1)OC1=C(C#N)C=C(C=C1)C(F)(F)F)CC)O[C@H]1CN(CC1)C |&1:16,18|